5-(4-phenyl-4,5-dihydro-1H-pyrazol-3-yl)-2-(trifluoromethyl)pyridine C1(=CC=CC=C1)C1C(=NNC1)C=1C=CC(=NC1)C(F)(F)F